BrC1=C(C=CC=C1)C=1N=CN(C1C=1C=C2C=C(C=NC2=CC1)C#CC(C)(O)C)C 4-(6-(4-(2-bromophenyl)-1-methyl-1H-imidazol-5-yl)quinolin-3-yl)-2-methylbut-3-yn-2-ol